C(CCCCC=CC)[Si](OC)(C)C 6-octenyldimethylmethoxysilane